C(C)(C)(C)OC(=O)N[C@@H]1C[C@@H](CC12CCN(CC2)C(=O)OC(C)(C)C)OC(CO)CO tert-butyl (2R,4R)-4-(tert-butoxycarbonylamino)-2-[2-hydroxy-1-(hydroxymethyl) ethoxy]-8-azaspiro[4.5]decane-8-carboxylate